C(#N)C(NC(=O)[C@@H]1[C@H]2C([C@H]2CN1C([C@H](C(C)(C)C)NC(C(F)(F)F)=O)=O)(C)C)C=1C=NN2C1C(=CC=C2)C (1R,2S,5S)-N-[cyano-(4-methylpyrazolo[1,5-a]pyridin-3-yl)methyl]-3-[(2S)-3,3-dimethyl-2-[(2,2,2-trifluoroacetyl)amino]butanoyl]-6,6-dimethyl-3-azabicyclo[3.1.0]hexane-2-carboxamide